CN1N=CC2=CC(=CC=C12)[N+](=O)[O-] 1-Methyl-5-nitro-1H-indazole